(R)-(4-(7-chloropyrazolo[1,5-a]pyridin-2-yl)-6,7-dihydro-1H-imidazo[4,5-c]pyridin-5(4H)-yl)(3-(difluoromethyl)-1-methyl-1H-pyrazol-5-yl)methanone ClC1=CC=CC=2N1N=C(C2)[C@@H]2N(CCC1=C2N=CN1)C(=O)C1=CC(=NN1C)C(F)F